FC=1C=C(CN(C(OC(C)(C)C)=O)CCCCOCCNC2=C3C=NNC3=CC(=C2)C2=CC(NC=C2)=O)C=C(C1OC(F)(F)F)F tert-butyl (3,5-difluoro-4-(trifluoromethoxy)benzyl)(4-(2-((6-(2-oxo-1,2-dihydropyridin-4-yl)-1H-indazol-4-yl)amino)ethoxy)butyl)carbamate